O1C(OCC1)C=1C=C(C=NC1)C(CC(=O)O)N1N=CC2=CC(=CC=C12)OCCC1=NC=2NCCCC2C=C1 3-(5-(1,3-dioxolan-2-yl)pyridin-3-yl)-3-(5-(2-(5,6,7,8-tetrahydro-1,8-naphthyridin-2-yl)ethoxy)-1H-indazol-1-yl)propionic acid